2-(6-chloro-5-(hydroxymethyl)-2-methyl-3-oxo-2,3-dihydropyridazin-4-yl)-N-(3-(difluoromethyl)tetrahydrofuran-3-yl)acetamide ClC=1C(=C(C(N(N1)C)=O)CC(=O)NC1(COCC1)C(F)F)CO